3-((3-exo)-3-((4-((5-methyl-1H-pyrazol-3-yl)amino)-7-phenylquinazolin-2-yl)amino)-8-azabicyclo[3.2.1]octan-8-yl)propionitrile CC1=CC(=NN1)NC1=NC(=NC2=CC(=CC=C12)C1=CC=CC=C1)NC1CC2CCC(C1)N2CCC#N